ClC1=CC=C(C=C1)C1=NN(CCC1C1=CC=CC=C1)/C(/N/C(=N/[H])/SCC)=N/S(=O)(=O)C1=CC=C(C=C1)C(F)(F)F ethyl (Z)-N-((E)-(3-(4-chlorophenyl)-4-phenyl-5,6-dihydropyridazin-1(4H)-yl)(((4-(trifluoromethyl)phenyl)sulfonyl)imino)methyl)carbamimidothioate